OCC1=C(N[C@H](C)C=2C=C(C=C3C(C(=C(OC23)C=2C=NC=CC2)C)=O)C)C=CC=C1 8-[(1R)-1-[2-(Hydroxymethyl)anilino]ethyl]-3,6-dimethyl-2-(3-pyridyl)chromen-4-one